FC=1C=C(C=CC1)C1=C(CN(C=C1)C=1SC(=C(N1)N1CCCCC1)SC(C)C)C 4-(3-fluorophenyl)-1-(5-(isopropylsulfanyl)-4-(piperidin-1-yl)thiazol-2-yl)-3-methyl-1H-pyridine